N-(4-([1,1'-biphenyl]-4-ylamino)benzyl)-N-hydroxy-2-methoxy-2-methylpropanamide C1(=CC=C(C=C1)NC1=CC=C(CN(C(C(C)(C)OC)=O)O)C=C1)C1=CC=CC=C1